NCC1=CC(=C(C=C1)C1=CC=C(C=C1)Cl)CN1CCN(CC1)C1=CC=C(C(=O)NS(=O)(=O)C2=CC(=C(C=C2)N[C@@H](CSC2=CC=CC=C2)CCN(C)C)[N+](=O)[O-])C=C1 (R)-4-(4-((4-(aminomethyl)-4'-chloro-[1,1'-biphenyl]-2-yl)methyl)piperazin-1-yl)-N-((4-((4-(dimethylamino)-1-(phenylthio)butan-2-yl)amino)-3-nitrophenyl)sulfonyl)benzamide